3-[[5-fluoro-2-(3-hydroxyanilino)pyrimidin-4-yl]amino]phenol FC=1C(=NC(=NC1)NC1=CC(=CC=C1)O)NC=1C=C(C=CC1)O